BrC=1C=C(C=CC1)C1=NC2=CC=CC=C2C(=N1)C1=CC=CC=C1 2-(3-bromophenyl)-4-phenylquinazoline